COC(CCC(N1C(C2=CC=CC(=C2C1)OCC1=CC=C(C=C1)CN1N=NC=C1C(N)=O)=O)C(N)=O)=O 4-Carbamoyl-4-{4-[4-(5-carbamoyl-[1,2,3]triazol-1-ylmethyl)-benzyloxy]-1-oxo-1,3-dihydro-isoindol-2-yl}-butyric acid methyl ester